bis(phenyldimethylsilyl)piperazine C1(=CC=CC=C1)[Si](C)(C)N1CCN(CC1)[Si](C1=CC=CC=C1)(C)C